C1(=CC=CC=C1)C(=COC(C(=O)OC(CC)CCCCC)C)C octan-3-yl 2-((2-phenylprop-1-en-1-yl)oxy)propanoate